C1(CC1)C1=NN2C(=NN(C(C2=C1)=O)CC(=O)NC1CC(C1)(C)O)C1=CC=C(C=C1)OC 2-(2-cyclopropyl-7-(4-methoxyphenyl)-4-oxopyrazolo[1,5-d][1,2,4]triazin-5(4H)-yl)-N1-((s,3s)-3-hydroxy-3-methylcyclobutyl)acetamide